N-ethoxy-1H-triazole C(C)ON1N=NC=C1